3-bromomethyl-sulfolene diammonium [NH4+].[NH4+].BrCC=1CS(=O)(=O)CC1